sodium trifluoromethane sulfate S(=O)(=O)([O-])[O-].FC(F)F.[Na+].[Na+]